C(CCCCCCCCCCCCCCC)(=O)[O-].C(CCCCCCC\C=C/CCCCCCCC)[NH-] N-oleyl-amid palmitate